NC1=NC=NC=2N(C3=CC(=CC=C3C21)C)CC(=O)N2[C@@H]1C[C@@]1(C[C@H]2C(=O)NC2=NC(=CC=C2)Br)C (1R,3S,5R)-2-(2-(4-amino-7-methyl-9H-pyrimido[4,5-b]indol-9-yl)acetyl)-N-(6-bromopyridin-2-yl)-5-methyl-2-azabicyclo[3.1.0]hexane-3-carboxamide